(2,2,2-trifluoro-1-(2-fluoro-2'-hydroxy-5'-((4-methylpiperazin-1-yl)sulfonyl)-[1,1'-biphenyl]-4-yl)ethyl)-L-leucine methyl ester COC([C@@H](NC(C(F)(F)F)C1=CC(=C(C=C1)C1=C(C=CC(=C1)S(=O)(=O)N1CCN(CC1)C)O)F)CC(C)C)=O